N-(4-(5-(difluoromethyl)-1,3,4-oxadiazol-2-yl)-2-fluorobenzyl)-1-imino-N-(3-(thiazol-5-yl)phenyl)thiomorpholine-4-carboxamide 1-oxide FC(C1=NN=C(O1)C1=CC(=C(CN(C(=O)N2CCS(CC2)(=N)=O)C2=CC(=CC=C2)C2=CN=CS2)C=C1)F)F